3-(2,4-difluorophenyl)-3-oxopropanenitrile FC1=C(C=CC(=C1)F)C(CC#N)=O